ClC=1N=C(C2=C(N1)C(=C(N=C2)C2=CC(=CC1=CC=C(C(=C21)CC)F)OCOC)F)N2CCCC1(CCO1)C2 8-[2-chloro-7-[8-ethyl-7-fluoro-3-(methoxymethoxy)-1-naphthyl]-8-fluoro-pyrido[4,3-d]pyrimidin-4-yl]-1-oxa-8-azaspiro[3.5]nonane